2,3-difluoro-1,4-bis(dimethylsilyl)benzene FC1=C(C=CC(=C1F)[SiH](C)C)[SiH](C)C